CNC(=O)C=1OC=C2CNC(CC21)=O N-methyl-6-oxo-4,5,6,7-tetrahydrofurano[3,4-c]pyridine-1-carboxamide